1-[({1-[5-(difluoromethyl)(1,3,4-thiadiazol-2-yl)]-3-chloro-4-(2-oxa-7-aza-spiro[3.5]non-7-yl)-1H-indazol-6-yl}sulfonyl)amino]cyclopropanecarbonitrile FC(C1=NN=C(S1)N1N=C(C2=C(C=C(C=C12)S(=O)(=O)NC1(CC1)C#N)N1CCC2(COC2)CC1)Cl)F